C(=C\C1=CC=CC=C1)/C1CC(CCC1)C(=O)OC (E)-methyl 3-styrylcyclohexanecarboxylate